N-(1H-indol-5-ylmethyl)quinoxalin-2-amine N1C=CC2=CC(=CC=C12)CNC1=NC2=CC=CC=C2N=C1